CN1C=CC2=NC(=CC(=C21)CN2CCCC2)C=2C=C1CN(C(C1=CC2)=O)N2C(CCCC2=O)=O (5-(1-methyl-7-(pyrrolidin-1-ylmethyl)-1H-pyrrolo[3,2-b]pyridin-5-yl)-1-oxoisoindolin-2-yl)piperidine-2,6-dione